3-(2-aminobenzyl)-1-methyl-1H-indole-5-carboxylic acid methyl ester COC(=O)C=1C=C2C(=CN(C2=CC1)C)CC1=C(C=CC=C1)N